1,5-dinitroanthraquinone [N+](=O)([O-])C1=CC=CC=2C(C3=C(C=CC=C3C(C12)=O)[N+](=O)[O-])=O